C1(=C(C=CC=C1)C=1C2=CC=CC=C2C(=C2C=CC(=CC12)N(C1=CC=C(C=C1)N(C1=CC=CC=C1)C1=CC=CC=C1)C1=CC=CC=C1)C1=C(C=CC=C1)C1=CC=CC=C1)C1=CC=CC=C1 N-[9,10-bis(1,1'-biphenyl-2-yl)-2-anthryl]-N,N',N'-triphenyl-1,4-phenylene-diamine